C[C@H]1[C@H]([C@H]([C@@H]([C@@H](O1)OC[C@@H]2[C@H]([C@@H]([C@H]([C@@H](O2)O)NC(=O)C)O)O[C@H]3[C@@H]([C@H]([C@@H]([C@H](O3)CO)O[C@H]4[C@H]([C@H]([C@@H]([C@H](O4)CO[C@@H]5[C@H]([C@H]([C@@H]([C@H](O5)CO)O)O)O[C@H]6[C@@H]([C@H]([C@@H]([C@H](O6)CO)O[C@H]7[C@@H]([C@H]([C@H]([C@H](O7)CO)O)O[C@@H]8[C@@H]([C@H]([C@H]([C@H](O8)CO)O)O)NC(=O)C)O[C@H]9[C@H]([C@@H]([C@@H]([C@@H](O9)C)O)O)O)O)NC(=O)C)O)O[C@@H]1[C@H]([C@H]([C@@H]([C@H](O1)CO)O)O)O[C@H]1[C@@H]([C@H]([C@@H]([C@H](O1)CO)O[C@H]1[C@@H]([C@H]([C@H]([C@H](O1)CO)O)O[C@@H]1[C@@H]([C@H]([C@H]([C@H](O1)CO)O)O)NC(=O)C)O[C@H]1[C@H]([C@@H]([C@@H]([C@@H](O1)C)O)O)O)O)NC(=O)C)O)O)NC(=O)C)O)O)O The molecule is an amino oligosaccharide that is a tetradecasaccharide derivative in which two N-acetyl-alpha-D-galactosaminyl-(1->3)-[alpha-L-fucosyl-(1->2)]-beta-D-galactosyl-(1->3)-N-acetyl-beta-D-glucosaminyl-(1->2)-alpha-D-mannosyl branched pentasaccharide units are linked (1->3) and (1->6) to the mannose residue of a beta-D-mannosyl-(1->4)-N-acetyl-beta-D-glucosaminyl-(1->4)-[alpha-L-fucosyl-(1->6)]-N-acetyl-D-glucosamine branched tetrasaccharide. It is an amino oligosaccharide, a galactosamine oligosaccharide and a glucosamine oligosaccharide.